C1(CC1)C1=C(OC2=C(C=C(C=C2)C(C)(C)O)C=2C3=C(C(N(C2)C)=C=O)N(C(=C3)C(=O)NCC)S(=O)(=O)CC3=CC=CC=C3)C(=CC=C1)C 4-(2-(2-cyclopropyl-6-methylphenoxy)-5-(2-hydroxypropan-2-yl)phenyl)-N-ethyl-6-methyl-7-carbonyl-1-toluenesulfonyl-6,7-dihydro-1H-pyrrolo[2,3-c]pyridine-2-carboxamide